C(C)(C)(C)OC(=O)NC(=CC(=O)NC1=C(C=C(C=C1)S(=O)(=O)N(C1=C(N=CS1)C(=O)OC(C)(C)C)CC1=CC=C(C=C1)OC)F)NC(=O)OC(C)(C)C Tert-butyl 5-[[4-[3,3-bis(tert-butoxycarbonylamino)prop-2-enoylamino]-3-fluoro-phenyl]sulfonyl-[(4-methoxyphenyl)methyl]amino]thiazole-4-carboxylate